C(#N)C1=CC(=C(COC2=CC=CC(=N2)C2=C(C=C(CC3=NC4=C(N3C[C@H]3OCC3)C(=C(C=C4)C(=O)O)F)C=C2)F)C=C1)F (S)-2-(4-(6-((4-cyano-2-fluorobenzyl)oxy)pyridin-2-yl)-3-fluorobenzyl)-7-fluoro-1-(oxetan-2-ylmethyl)-1H-benzo[d]imidazole-6-carboxylic acid